NC1=NNC(=C1)C1=C(C=C(C=C1)C1CCN(CC1)C(=O)OC(C)(C)C)OC tert-Butyl 4-[4-(3-amino-1H-pyrazol-5-yl)-3-methoxy-phenyl]piperidine-1-carboxylate